tert-butyl (1-(4-(3-cyano-6-ethoxypyrazolo[1,5-a]pyridin-4-yl)phenyl)-4-((dimethylamino)methyl)piperidin-4-yl)carbamate C(#N)C=1C=NN2C1C(=CC(=C2)OCC)C2=CC=C(C=C2)N2CCC(CC2)(CN(C)C)NC(OC(C)(C)C)=O